N,N-dioleylsebacamide C(CCCCCCC\C=C/CCCCCCCC)N(C(CCCCCCCCC(=O)N)=O)CCCCCCCC\C=C/CCCCCCCC